ClCC1=C(C2=CC=CC=C2C(=C1C)OC)OC 2-(chloromethyl)-1,4-dimethoxy-3-methylnaphthalene